9-[6-(3-methoxy-4-methyl-phenoxy)-3-pyridyl]-7H-purin-8-one COC=1C=C(OC2=CC=C(C=N2)N2C3=NC=NC=C3NC2=O)C=CC1C